C(OC=1NC2=C(C(=NC=3C=CC=CC23)COC(C)(C)C)N1)([O-])=O [4-(tert-butoxymethyl)-2-imidazo[4,5-C]quinolin-yl] carbonate